4-(N-(8'-(azetidin-1-yl)-4'H-spiro[cyclopropane-1,5'-naphtho[2,1-d]isoxazol]-3'-yl)sulfamoyl)-3,5-dimethoxy-N-(3-methoxycyclobutyl)benzamide N1(CCC1)C1=CC=C2C3(CC=4C(=NOC4C2=C1)NS(=O)(=O)C1=C(C=C(C(=O)NC2CC(C2)OC)C=C1OC)OC)CC3